3-methoxy-2-methyl-5-[rac-(3S)-3-methyl-2,3,4,5-tetrahydropyridin-6-yl]pyridine COC=1C(=NC=C(C1)C=1CC[C@@H](CN1)C)C |r|